tert-butyl-[(3R,5S)-5-[5-(4-methoxyphenyl)-1H-imidazol-2-yl]pyrrolidin-3-yl]oxy-dimethylsilane C(C)(C)(C)[Si](C)(C)O[C@H]1CN[C@@H](C1)C=1NC(=CN1)C1=CC=C(C=C1)OC